N[C@H]1CN(CCC1)C(=O)C1=CC2=C(N(C(=N2)C2=CC=3C(=NC(=CC3)NC(C)(C)C)N2CC2CC2)C)C(=C1)OC (R)-(3-aminopiperidin-1-yl)(2-(6-(tert-butylamino)-1-(cyclopropylmethyl)-1H-pyrrolo[2,3-b]pyridin-2-yl)-7-methoxy-1-methyl-1H-benzo[d]imidazol-5-yl)methanone